6-[4-[Acetyl(oxetan-3-ylmethyl)amino]-3-methyl-phenyl]-N-[(2-methyl-3-pyridyl)methyl]pyridine-3-carboxamide C(C)(=O)N(C1=C(C=C(C=C1)C1=CC=C(C=N1)C(=O)NCC=1C(=NC=CC1)C)C)CC1COC1